O[C@@H]1[C@H](OC2=CC(=CC(=C2C1=O)O)O)C1=CC=CC=C1 (2R,3R)-3,5,7-trihydroxy-2-phenyl-2,3-dihydrochromen-4-one